5-((2-(2-(2-((3-Chloro-4-(trifluoromethoxy)benzyl)amino)ethoxy)ethoxy)ethyl)amino)benzo[c][2,6]naphthyridine-8-carboxamide ClC=1C=C(CNCCOCCOCCNC2=NC3=C(C4=CN=CC=C24)C=CC(=C3)C(=O)N)C=CC1OC(F)(F)F